C(C)(=O)[C@@H]1C[C@@H](CC1)NC(OC(C)(C)C)=O tert-butyl [(1R,3S)-3-acetylcyclopentyl]carbamate